(2S,5R)-N-{[(2S,4R)-4-methylpyrrolidin-2-yl]methyloxy}-7-oxo-6-(sulfooxy)-1,6-diazabicyclo[3.2.1]octane-2-carboxamide C[C@@H]1C[C@H](NC1)CONC(=O)[C@H]1N2C(N([C@H](CC1)C2)OS(=O)(=O)O)=O